acryloxybutyl-diiodomethylsilane Potassium [K].C(C=C)(=O)OCCCC[SiH2]C(I)I